4-bromo-2,3,6-trifluorobenzaldehyde BrC1=C(C(=C(C=O)C(=C1)F)F)F